8-chloro-7-iodoimidazo[1,2-a]pyridine-2-carbonitrile ClC=1C=2N(C=CC1I)C=C(N2)C#N